ClC=1C(=NC=CN1)C=1C=CC(=C(C1)S(=O)(=O)NC)OC 5-(3-chloropyrazin-2-yl)-2-methoxy-N-methyl-benzenesulfonamide